zinc ethyl bromoacetate BrCC(=O)OCC.[Zn]